C(C)(C)OC=1C=C(C=CC1OCCCCC)C1=CC(=C(C=C1)OCCCCC)OC(C)C 3,3'-diisopropoxy-4,4'-dipentyloxybiphenyl